5-(3-((4-(4-Amino-3-(4-phenoxyphenyl)-1H-pyrazolo[3,4-d]pyrimidin-1-yl)cyclohexyl)methyl)-3,6-diazabicyclo[3.1.1]heptane-6-yl)-2-(2,6-dioxopiperidin-3-yl)-6-fluoroisoindoline NC1=C2C(=NC=N1)N(N=C2C2=CC=C(C=C2)OC2=CC=CC=C2)C2CCC(CC2)CN2CC1N(C(C2)C1)C=1C=C2CN(CC2=CC1F)C1C(NC(CC1)=O)=O